C(#N)C1N(CSC1)C(CNC(=O)C1=CC=NC2=CC=C(C=C12)C1(CC1)OCC)=O N-(2-(4-Cyanothiazolidin-3-yl)-2-oxoethyl)-6-(1-ethoxycyclopropyl)quinoline-4-carboxamide